(1,2-diaminocyclohexane) malonate C(CC(=O)O)(=O)O.NC1C(CCCC1)N